ClC=1C=C(C(=O)NC)C=CC1C[C@@H](CNC(C[C@@H](C1(CC1)C(F)(F)F)C=1C=NC=C(C1)Cl)=O)N(C)C 3-chloro-4-((S)-3-((R)-3-(5-chloropyridin-3-yl)-3-(1-(trifluoromethyl)cyclopropyl)propanamido)-2-(dimethylamino)propyl)-N-methylbenzamide